2-dimethylamino-1,4-naphthoquinone CN(C=1C(C2=CC=CC=C2C(C1)=O)=O)C